(±)-(1S,5R,6R)-2,2,6-Trimethyl-9-methylene-6-vinylbicyclo[3.3.1]nonane CC1([C@@H]2CC[C@@]([C@H](CC1)C2=C)(C=C)C)C |r|